CC=1C=C(C=CC1C)C=1C(=C(C=2C3=CC(=C(C=C3C3=CC(=C(C=C3C2C1)C)C)C)C)C)C (3,4-dimethylphenyl)-1,2,6,7,10,11-hexamethyltriphenylene